O1COC2=C1C=CC(=C2)NC(\C=C\C2=C(C=C(C=C2)N(C)C)OCC)=O (E)-N-(benzo[d][1,3]dioxol-5-yl)-3-(4-(dimethylamino)-2-ethoxyphenyl)acrylamide